OCCCC[N-]CCO 4-hydroxy-N-(2-hydroxyethyl)butylamide